ClCC(=O)C=1C=NN(C1)COCC[Si](C)(C)C 2-chloro-1-[1-(2-trimethylsilylethoxymethyl)pyrazol-4-yl]ethanone